2-(4-cyano-2-methylphenyl)-3-oxobutanoic acid ethyl ester C(C)OC(C(C(C)=O)C1=C(C=C(C=C1)C#N)C)=O